3,3-Difluorocyclobutyl((S)-(4,4-difluorocyclohexyl)(5-((S)-2-methoxy-1-((S)-2-oxo-4-(trifluoromethyl)imidazolidin-1-yl)ethyl)benzo[d]oxazol-2-yl)methyl)carbamate FC1(CC(C1)N(C([O-])=O)[C@H](C=1OC2=C(N1)C=C(C=C2)[C@@H](COC)N2C(N[C@@H](C2)C(F)(F)F)=O)C2CCC(CC2)(F)F)F